C(C\C=C/CC)OC(C1=C(C=CC=C1)OC=C(C1=CC=CC=C1)OCC\C=C/CC)=O ((2-(((Z)-hex-3-en-1-yl)oxy)-2-phenylethenyl)oxy)benzoic acid (Z)-hex-3-en-1-yl ester